N-(5-(2,5-dimethylbenzo[d]oxazol-6-yl)thiazol-2-yl)-2,3,6-trifluorobenzamide CC=1OC2=C(N1)C=C(C(=C2)C2=CN=C(S2)NC(C2=C(C(=CC=C2F)F)F)=O)C